C[C@@H](C=O)CC1=CC(=NC=C1)C(F)(F)F (R)-2-methyl-3-(2-(trifluoromethyl)pyridin-4-yl)propanal